4-[1-(1-Isopropyltriazol-4-yl)ethoxy]-6-[5-methyl-1-[1-(oxetan-3-yl)-4-piperidinyl]triazol-4-yl]pyrazolo[1,5-a]pyridine-3-carbonitrile C(C)(C)N1N=NC(=C1)C(C)OC=1C=2N(C=C(C1)C=1N=NN(C1C)C1CCN(CC1)C1COC1)N=CC2C#N